C(N)(OC1=CC2=C(N(C(=N2)CCl)C[C@H]2OCC2)C=C1)=O (S)-(2-(chloromethyl)-1-(oxetan-2-ylmethyl)-1H-benzo[d]imidazol-5-yl) carbamate